tert-butyl (R)-3-(tetradecylsulfonamido)pyrrolidine-1-carboxylate C(CCCCCCCCCCCCC)S(=O)(=O)N[C@H]1CN(CC1)C(=O)OC(C)(C)C